IC1=CN=C2N1C=CC(=C2)OC(C)C 3-iodo-7-isopropoxy-imidazo[1,2-a]pyridine